4-[(4-aminophenyl)[4-(trifluoromethyl)phenyl]methyl]aniline NC1=CC=C(C=C1)C(C1=CC=C(N)C=C1)C1=CC=C(C=C1)C(F)(F)F